C1(C=CC=C1)CCC[Ru]C1C=CC=C1 cyclopentadienylpropylcyclopentadienylruthenium(II)